C(C)(=O)N1CCC(CC1)NC1=CC(=NC(=N1)Cl)C(=O)[O-] 6-((1-Acetylpiperidin-4-yl)amino)-2-chloropyrimidine-4-carboxylate